FC1(CCC12CN(C2)C2=CC(=C(C=N2)C(=O)N2CCN(CC2)C=2OC=1C(=NC(=CC1)C)N2)C)F [6-(7,7-difluoro-2-azaspiro[3.3]heptan-2-yl)-4-methyl-3-pyridyl]-[4-(5-methyloxazolo[4,5-b]pyridin-2-yl)piperazin-1-yl]methanone